C(C)N(C1=CC=C2C=C(C(OC2=C1)=O)C(=O)C=1C(OC2=CC(=CC(=C2C1)OC)OC)=O)CC 7-diethylamino-5',7'-dimethoxy-3,3'-carbonyl-biscoumarin